2-(dipropylamino)ethyl-4-acetoxy-2',4'-difluoro-[1,1'-biphenyl]-3-carboxylic acid 2-(diethylamino)ethyl-2-(4-isobutylphenyl)propionate hydrochloride Cl.C(C)N(CCOC(C(C)C1=CC=C(C=C1)CC(C)C)=O)CC.C(CC)N(CCC1=C(C=CC(=C1C(=O)O)OC(C)=O)C1=C(C=C(C=C1)F)F)CCC